FC1=CC=C(C=C1)NC1=C(C(=O)O)C=CC=C1 2-((4-fluorophenyl)amino)benzoic acid